ClC1=CC=C(C=C1)C1(CCC1)NC(=O)C1=CN(C2=C1C(N(C=C2C)C)=O)C N-(1-(4-chlorophenyl)cyclobutyl)-1,5,7-trimethyl-4-oxo-4,5-dihydro-1H-pyrrolo[3,2-c]pyridine-3-carboxamide